ClC1=C(C=C(C=C1)N(C(=O)[C@H]1N(C[C@H](C1)O)C1=NC(=CC(=C1C#N)C(F)(F)F)C)C)F (2S,4S)-N-(4-Chloro-3-fluorophenyl)-1-(3-cyano-6-methyl-4-(trifluoromethyl)pyridin-2-yl)-4-hydroxy-N-methyl-pyrrolidine-2-carboxamide